CC1=C(C(C2=CC=CC=C2C1=O)=O)CCCCCCCCCC(=O)NC1=CC=C(C=C1)C1=CC(SS1)=S 10-(3-methyl-1,4-dioxo-1,4-dihydronaphthalen-2-yl)-N-[4-(3-sulfanylidene-3H-1,2-dithiol-5-yl)phenyl]decanamide